NC1=C2N=CN(C2=NC(=N1)Cl)[C@H]1CC[C@H](CC1)NS(=O)(=O)C1=CC(=CC=C1)OC N-[cis-4-(6-amino-2-chloro-9H-purin-9-yl)cyclohexyl]-3-methoxybenzenesulfonamide